9-(4-(3-(piperidin-4-yl)-1H-pyrazol-1-yl)benzyl)-7,9-dihydro-8H-purin-8-one N1CCC(CC1)C1=NN(C=C1)C1=CC=C(CN2C3=NC=NC=C3NC2=O)C=C1